7-(3,5-dimethylpiperazin-1-yl)-2-[3-(6-methyl-2-pyridyl)-1H-pyrazol-4-yl]-1,5-naphthyridine CC1CN(CC(N1)C)C1=CN=C2C=CC(=NC2=C1)C=1C(=NNC1)C1=NC(=CC=C1)C